ClC=1C=C(C(=NC1)N1CCC2(CN(C2)C(=O)N2C[C@H](CC2)C(=O)N)CC1)F (3S)-1-[7-(5-chloro-3-fluoro-2-pyridinyl)-2,7-diazaspiro[3.5]nonane-2-carbonyl]pyrrolidine-3-carboxamide